FC(OC1=CC=C(C=C1)NC1=NC=CC(=N1)C(=O)NC=1C=NC=CC1C1=CC=C(C=C1)F)F 2-((4-(difluoromethoxy)phenyl)amino)-N-(4-(4-fluorophenyl)pyridin-3-yl)pyrimidine-4-carboxamide